tert-butyl (2R)-2-oxaldehydoylmorpholine-4-carboxylate C(C=O)(=O)[C@H]1CN(CCO1)C(=O)OC(C)(C)C